3-amino-2-methyl-4-(1-oxo-2,3-dihydro-1H-inden-5-yl)butanoic acid methyl ester hydrochloride Cl.COC(C(C(CC=1C=C2CCC(C2=CC1)=O)N)C)=O